N-(2,3-dichlorobenzyl)-7-oxo-6,7-dihydro-5H-cyclopenta[b]pyridine-5-carboxamide ClC1=C(CNC(=O)C2CC(C3=NC=CC=C32)=O)C=CC=C1Cl